(Z)-8-dodecenyl acetate (cis-8-dodecenyl acetate) C(CCCCCC\C=C/CCC)CC(=O)O.C(C)(=O)OCCCCCCC\C=C/CCC